[Zn].[Zn] Zinc-Zinc